(2R,3S)-1-((3-fluoro-2-methylphenyl)sulfonyl)-2-(4-(cyclopentyl-amino)phenyl)-N-(4-methyl-3-(trifluoromethyl)phenyl)piperidine-3-carboxamide FC=1C(=C(C=CC1)S(=O)(=O)N1[C@H]([C@H](CCC1)C(=O)NC1=CC(=C(C=C1)C)C(F)(F)F)C1=CC=C(C=C1)NC1CCCC1)C